ClC=1C(N(N=CC1N1C[C@@H]([C@H](C1)OC1=NC=CC(=C1)C=1C(=NN(C1C)C)C)F)CCO)=O 4-chloro-5-((3S,4S)-3-fluoro-4-((4-(1,3,5-trimethyl-1H-pyrazol-4-yl)pyridin-2-yl)oxy)pyrrolidin-1-yl)-2-(2-hydroxyethyl)pyridazin-3(2H)-one